[4-[[3-[4-(difluoromethoxy)phenyl]imidazo[1,2-a]pyrazin-8-yl]amino]-2-methylphenyl]-[4-(1-methylimidazol-2-yl)piperidin-1-yl]methanone FC(OC1=CC=C(C=C1)C1=CN=C2N1C=CN=C2NC2=CC(=C(C=C2)C(=O)N2CCC(CC2)C=2N(C=CN2)C)C)F